1-((1-(2,3-dimethoxypropoxy)cycloheptyl)methyl)-5-methyl-1H-pyrazole COC(COC1(CCCCCC1)CN1N=CC=C1C)COC